2-(2-methoxyphenyl)-2-oxoacetaldehyde COC1=C(C=CC=C1)C(C=O)=O